CN(C)C=C1C(CC(CC1=O)C=1C=C(C(=O)NCCC2=CC=CC=C2)C=CC1)=O 3-(4-((dimethylamino)methylene)-3,5-dioxocyclohexyl)-N-phenethylbenzamide